4-(4-((tert-butoxycarbonyl)amino)-6-(quinolin-3-yl)pyrimidin-2-yl)piperazine C(C)(C)(C)OC(=O)NC1=NC(=NC(=C1)C=1C=NC2=CC=CC=C2C1)N1CCNCC1